7-(methylthio)-N-(4-phenylthiazol-2-yl)heptanamide CSCCCCCCC(=O)NC=1SC=C(N1)C1=CC=CC=C1